6-cyclopropyl-N-[3-fluoro-4-[2-isopropyl-1-(2-trimethylsilylethoxymethyl)pyrrolo[2,3-b]pyridin-4-yl]oxy-phenyl]-1-(6-methoxy-4-methyl-3-pyridyl)-2-oxo-pyridine-3-carboxamide C1(CC1)C1=CC=C(C(N1C=1C=NC(=CC1C)OC)=O)C(=O)NC1=CC(=C(C=C1)OC1=C2C(=NC=C1)N(C(=C2)C(C)C)COCC[Si](C)(C)C)F